(-)-7-(1-hydroxy-3-methoxynaphthalen-2-yl)-6,7-dihydrodibenzo[d,f][1,2]thiazepine 5,5-dioxide OC1=C(C(=CC2=CC=CC=C12)OC)C1NS(C2=C(C3=C1C=CC=C3)C=CC=C2)(=O)=O